F[P-](F)(F)(F)(F)F.N1CC(CCC1)=O 3-piperidinone hexafluorophosphate